ClC=1C(=CC2=C(N(C(O2)=O)C(C(=O)OCC(CO)(CO)N)C)C1)OC(COC)C 2-amino-2-(hydroxymethyl)propane-1,3-diol 3-(5-chloro-6-((1-methoxypropan-2-yl)oxy)-2-oxobenzo[d]oxazol-3(2H)-yl)propanoate